C12C3CCCCC3CCCC3CCCCC3CCC(CC1)CC2 tetracyclo[17.2.2.02,7.011,16]-tricosane